Aminoguanidine Hydrochloride C(=NN)(N)N.Cl